[(3-bromobenzene-1,2-diyl)bis(oxymethanediyloxyethane-2,1-diyl)]bis(trimethylsilane) BrC=1C(=C(C=CC1)OCOCC[Si](C)(C)C)OCOCC[Si](C)(C)C